FC1=CC=C(C=C1)C=1N=C(NC1)C1=CC=CC=C1 4(s)-(4-fluorophenyl)-2-phenyl-1H-imidazol